C(C)(C)C1=CC(=NN1)C(=O)C1NCC12CN(C2)C(C=O)C 2-(5-Isopropyl-1H-pyrazole-3-carbonyl-2,6-diazaspiro[3.3]heptan-6-yl)propan-1-one